FC=1C(=C(C=CC1)NC(=S)C=1C(N(CCC1NCC1=C(C=NC=C1)OCCC=1OC=CC1)C(=O)OC(C)(C)C)=O)OC tert-butyl 3-[(3-fluoro-2-methoxyphenyl)carbamothioyl]-4-[([3-[2-(furan-2-yl)ethoxy]pyridin-4-yl]methyl)amino]-2-oxo-5,6-dihydropyridine-1-carboxylate